C5-bromo-2-methoxy-N-methylnicotinamide BrC=1C=NC(=C(C(=O)NC)C1)OC